NC1=CC(=NN1)C=1C=C(C=CC1)N1C=CC2=C(C=CC(=C12)C)F N-(3-(5-amino-1H-pyrazol-3-yl)phenyl)-4-fluoro-7-methyl-1H-indole